Cl.NN[C@@H](C)C(=O)O Aminoalanine hydrochloride